C(CC)C1=CC=C(C=C1)C(=CC)Br p-propylphenyl-bromopropene